FC1=C(C(=C(C(=C1OB(OC1=C(C(=C(C(=C1F)F)F)F)F)OC1=C(C(=C(C(=C1F)F)F)F)F)F)F)F)F tris(pentafluorophenyl)borate